N,N-Dimethyl-6-(4-{5-[(7S)-7-{3-oxa-6-azabicyclo[3.1.1]heptan-6-yl}-6,7,8,9-tetrahydro-5H-benzo[7]annulen-2-yl]-2H-pyrazolo[3,4-b]pyridin-3-yl}phenyl)pyridine-2-carboxamide CN(C(=O)C1=NC(=CC=C1)C1=CC=C(C=C1)C=1NN=C2N=CC(=CC21)C=2C=CC1=C(CC[C@H](CC1)N1C3COCC1C3)C2)C